(S)-N6-(3,3-Difluorocyclobutyl)-N2-(3-(3,4-dihydroisochinolin-2(1H)-yl)-2-hydroxypropyl)imidazo[1,2-a]pyridin-2,6-dicarboxamid FC1(CC(C1)NC(=O)C=1C=CC=2N(C1)C=C(N2)C(=O)NC[C@@H](CN2CC1=CC=CC=C1CC2)O)F